C[Si](CCOCOCNC1=NC=CC=C1)(C)C (((2-(trimethylsilyl)ethoxy)methoxy)methyl)pyridin-2-ylamine